Cl.FC1=CC(=CC2=C1N=C(S2)C2CCNCC2)C2=CC1=CN(N=C1C(=C2)C#N)C 5-[4-fluoro-2-(piperidin-4-yl)-1,3-benzothiazol-6-yl]-2-methyl-2H-indazole-7-carbonitrile hydrochloride